ClC1=C(C(=CC=C1)OC)C1(CC1)C(=O)N[C@H](C(=O)O)CCN(CCCCC1=NC=2NCCCC2C=C1)C[C@@H](CF)OC (S)-2-(1-(2-chloro-6-methoxyphenyl)cyclopropane-1-carboxamido)-4-(((S)-3-fluoro-2-methoxypropyl)(4-(5,6,7,8-tetrahydro-1,8-naphthyridin-2-yl)butyl)amino)butanoic acid